(phenyl)(Terphenylyl)(phenylindolocarbazolyl)triazine C1(=CC=CC=C1)C1=C(C(=NN=N1)C1=C2C(=CC=C1C1=CC=CC=C1)N=C1C=CC3=C4C=CC=CC4=NC3=C12)C1=C(C=CC=C1)C=1C(=CC=CC1)C1=CC=CC=C1